C1(=CC=CC=C1)C1=C2C=CC(=CC=3C=CC(=CC4=CC=C(N4)C(=C4C=CC1=N4)C4=CC=CC=C4)N3)N2 15,20-diphenylporphyrin